S(=S)(=O)(O)O.NC(=O)N urea thiosulphate